NN1C(=NC(=C1C(=O)O)C1=CC=C(C=C1)C(NC1=NC=CC(=C1)Cl)=O)[C@H]1N(CCCC1)C(=O)OC(C)(C)C (S)-1-amino-2-(1-(tert-butoxycarbonyl)piperidin-2-yl)-4-(4-((4-chloropyridin-2-yl)carbamoyl)phenyl)-1H-imidazole-5-carboxylic acid